1-(2,3-difluorophenyl)-N-methylmethanamine FC1=C(C=CC=C1F)CNC